BrC=1C=C(SC1)C1=CN=CC(=N1)C=1C=CC2=CN(N=C2C1)CC1CCN(CC1)C(=O)OC(C)(C)C tert-butyl 4-(6-(6-(4-bromothiophen-2-yl)pyrazin-2-yl)-2H-indazol-2-yl)methylpiperidine-1-carboxylate